dibenzo(h,k)-4-oxatricyclo(5.2.2.02,6)undec-8,10-diene-3,5-dione C1=CC=C2C3C4C(C(C2=C1)C5=CC=CC=C35)C(=O)OC4=O